C(C)(C)(C)C=1C(=C(CC(C(=O)O)(C(=O)O)CC2=C(C(=CC(=C2)C(C)(C)C)C(C)(C)C)O)C=C(C1)C(C)(C)C)O 2,2-bis(3,5-di-tert-butyl-2-hydroxybenzyl)malonic acid